4,5-dichloro-2-[3-(1H-1,2,3-triazol-1-yl)piperidin-4-yl]phenol ClC1=CC(=C(C=C1Cl)O)C1C(CNCC1)N1N=NC=C1